(2S,3R)-2-(3-chloro-2-fluorobenzyl)-3-(ethylsulphonamido)-4,4-difluoropyrrolidine-1-carboxylic acid tert-butyl ester C(C)(C)(C)OC(=O)N1[C@H]([C@H](C(C1)(F)F)NS(=O)(=O)CC)CC1=C(C(=CC=C1)Cl)F